C(OC1=CC(=CC=CC1=O)Br)(OC(C)(C)C)=O 3-bromo-7-oxocyclohepta-1,3,5-trien-1-yl tert-butyl carbonate